OC1=C(C=C(C=C1)N1C(C2=CC=C(C=C2CC1)C1=C(C=C(C=C1)C(F)(F)F)C1=NC=CC=N1)=O)NS(=O)(=O)C N-(2-hydroxy-5-(1-oxo-6-(2-(pyrimidin-2-yl)-4-(trifluoromethyl)phenyl)-3,4-dihydroisoquinolin-2(1H)-yl)phenyl)methanesulfonamide